5-benzyl-N-(1-methyl-2-oxo-1,2,3,4-tetrahydropyrido[3,4-b][1,4]oxazepin-3-yl)-4H-1,2,4-triazole-3-carboxamide C(C1=CC=CC=C1)C=1NC(=NN1)C(=O)NC1C(N(C2=C(OC1)C=NC=C2)C)=O